tert-butyl N-[(3R,4R)-1-[(4R,10bS)-4-methyl-1,2,3,4,6,10b-hexahydropyrazino[2,1-a]isoindol-8-yl]-4-methoxy-pyrrolidin-3-yl]carbamate C[C@@H]1CNC[C@H]2N1CC1=CC(=CC=C21)N2C[C@H]([C@@H](C2)OC)NC(OC(C)(C)C)=O